N-[2-(4,4-difluoropiperidinyl)-6-methylpyrimidin-4-yl](2-fluoro-4-iodophenyl)carboxamide FC1(CCN(CC1)C1=NC(=CC(=N1)NC(=O)C1=C(C=C(C=C1)I)F)C)F